5-acetyl-7-chloro-4-(3-methoxyphenyl)-4,5-dihydropyrano[3,2-b]Indole-2(3H)-one C(C)(=O)N1C2=C(C=3C=CC(=CC13)Cl)OC(CC2C2=CC(=CC=C2)OC)=O